3,3'-(ethane-1,2-diylbis(azanediyl))bis(4-aminobenzamide) C(CNC=1C=C(C(=O)N)C=CC1N)NC=1C=C(C(=O)N)C=CC1N